C(CCC)SC(N(C)C)=S n-Butyl-N,N-dimethyldithiocarbamat